N-(5-(3'-Methyl-2'-oxo-2',3'-dihydrospiro[cyclobutane-1,1'-pyrrolo[2,3-c]quinolin]-8'-yl)-2-(4'-methyl-[1,4'-bipiperidin]-1'-yl)pyridin-3-yl)methanesulfonamide CN1C(C2(C3=C1C=NC=1C=CC(=CC31)C=3C=C(C(=NC3)N3CCC(CC3)(N3CCCCC3)C)NS(=O)(=O)C)CCC2)=O